C(C1=CC=CC=C1)O[C@H]1C[C@@H]2COC3=C(C(N2C1)=O)C(=CC(=C3)C)O (2S,11aR)-2-(Benzyloxy)-6-hydroxy-8-methyl-2,3,11,11a-tetrahydro-1H,5H-benzo[f]pyrrolo[2,1-c][1,4]oxazepin-5-one